C(CCC)C1=NN(C=C1O)C butyl-4-hydroxy-1-methyl-pyrazol